O(C1=CC=CC=C1)C1=NC=CC=N1 phenoxy-pyrimidine